2,5-Disulfhydrylbenzene-1,4-Dicarboxylate SC1=C(C=C(C(=C1)C(=O)[O-])S)C(=O)[O-]